bicyclo[3.1.0]hexane-2,6-dicarboxylic acid 6-prop-2-en-1-yl 2-{1-[({[(1R,2S,4R)-1,7,7-trimethylbicyclo[2.2.1]hept-2-yl] oxy} carbonyl) oxy] ethyl} ester C[C@@]12[C@H](C[C@@H](CC1)C2(C)C)OC(=O)OC(C)OC(=O)C2C1C(C1CC2)C(=O)OCC=C